((6'R,7a'R)-6'-fluorodihydro-1'H,3'H-spiro[cyclopropane-1,2'-pyrrolizin]-7a'(5'H)-yl)methanol F[C@H]1CN2CC3(C[C@@]2(C1)CO)CC3